ethyl 4-bromo-5-hydroxy-2,3-dihydro-1H-indene-2-carboxylate BrC1=C2CC(CC2=CC=C1O)C(=O)OCC